(1s,19s)-8,18-dioxa-11-azatetracyclo[17.2.2.02,7.011,16]tricosa-2(7),3,5-triene-10,15-dione C12C=3C=CC=CC3OCC(N3CCCC(C3COC(CC1)CC2)=O)=O